BrC=1C=C(C(=NC1)C(=O)OC(C)C)OC(C)C isopropyl 5-bromo-3-isopropoxypicolinate